ClC=1C(=C(C=CC1)C1(CNC1)NC1=CC=C2C=CC=NC2=C1)C N-(3-(3-chloro-2-methylphenyl)azetidin-3-yl)quinolin-7-amine